tert-butyl N-tert-butoxycarbonyl-N-[5-(3,3-difluoropropyl)-4-methoxy-pyrimidin-2-yl]carbamate C(C)(C)(C)OC(=O)N(C(OC(C)(C)C)=O)C1=NC=C(C(=N1)OC)CCC(F)F